FC=1C=C(C=CC1F)C(C(=O)NCC=1C=C2CN(C(C2=CC1)=O)C1C(NC(CC1)=O)=O)(F)F 2-(3,4-difluorophenyl)-N-((2-(2,6-dioxopiperidin-3-yl)-1-oxoisoindolin-5-yl)methyl)-2,2-difluoroacetamide